N,N'-[1,4-phenylenebis(methylene)]bis(stearamide) C1(=CC=C(C=C1)CNC(CCCCCCCCCCCCCCCCC)=O)CNC(CCCCCCCCCCCCCCCCC)=O